OC1=C(C=O)C(=CC(=C1)C#CC)C#CC 2-hydroxy-4,6-dipropynylbenzaldehyde